3-Deaza-2'-deoxyadenosine [C@@H]1(C[C@H](O)[C@@H](CO)O1)N1C=NC=2C(N)=NC=CC12